1-(cyclopropylmethyl)-2-oxopiperidine-4-carboxylic acid C1(CC1)CN1C(CC(CC1)C(=O)O)=O